[Si](C)(C)(C(C)(C)C)OCC1CCC(CC1)(C(=O)OC)C methyl 4-(((tert-butyldimethylsilyl)oxy)methyl)-1-methylcyclohexane-1-carboxylate